C1(=CC=CC=C1)CCCO Benzenepropanol